2-(4-amino-3-methyl-pyrazol-1-yl)-2-methyl-propanenitrile NC=1C(=NN(C1)C(C#N)(C)C)C